1-trifluoromethyldecyne FC(C#CCCCCCCCC)(F)F